CC1=C(C(=C(C(=C1C(=O)O)N(C1=CC=C(C=C1)C(C)(C)C)C1=CC=C(C=C1)C(C)(C)C)C(=O)O)C)Br dimethyl-2-(bis(4-(tert-butyl)phenyl)amino)-5-bromoisophthalic acid